C(=O)O.ClC=1C=C(C=CC1C(=O)N1CCN(CC1)C(=O)C1CCNCC1)NC(=O)C=1N(C(=CN1)C=1C(=NN(C1)C1C(C1)(F)F)C(F)(F)F)C N-(3-chloro-4-(4-(piperidine-4-carbonyl)piperazine-1-carbonyl)phenyl)-5-(1-(2,2-difluorocyclopropyl)-3-(trifluoromethyl)-1H-pyrazol-4-yl)-1-methyl-1H-imidazole-2-carboxamide formate